(2S,5R)-2-(N-ethylcarbamimidoyl)-7-oxo-1,6-diazabicyclo[3.2.1]octan-6-yl hydrogen sulfate S(=O)(=O)(ON1[C@@H]2CC[C@H](N(C1=O)C2)C(NCC)=N)O